(S)-3-(5-(4-fluoro-2,6-dimethylphenyl)pyridin-3-yl)-3-((R)-4-methyl-2-(4-methyl-2-oxopyridin-1(2H)-yl)pentanamido)propanoic acid FC1=CC(=C(C(=C1)C)C=1C=C(C=NC1)[C@H](CC(=O)O)NC([C@@H](CC(C)C)N1C(C=C(C=C1)C)=O)=O)C